9-([1,1':2',1''-terphenyl]-3'-yl)-4-(4-Chlorophenyl)-9H-carbazole C1(=CC=CC=C1)C=1C(=C(C=CC1)N1C2=CC=CC=C2C=2C(=CC=CC12)C1=CC=C(C=C1)Cl)C1=CC=CC=C1